ClS.C(=O)(Cl)Cl carbonyl chloride thiohypochlorite